CC1(CNC1)O 3-methyl-azetidin-3-ol